3-{5-[(2R,4S)-4-(3,5-dimethylpyridin-2-ylamino)-2-methylpyrrolidine-1-carbonyl]pyridin-2-yl}-3-methoxymethylpyrrolidine-2,5-dione dihydrochloride Cl.Cl.CC=1C(=NC=C(C1)C)N[C@H]1C[C@H](N(C1)C(=O)C=1C=CC(=NC1)C1(C(NC(C1)=O)=O)COC)C